2-amino-5,6-dichloro-1-methyl-2,3-dihydro-1H-inden-1-ol NC1C(C2=CC(=C(C=C2C1)Cl)Cl)(O)C